C1(CCCC1)OC1=NC=CC=C1C1=CC=C(CSCCC(=O)O)C=C1 3-[4-(2-cyclopentyloxy-pyridin-3-yl)-benzylthio]Propionic acid